COC1=C(C=C(C(=O)NC)C=C1)S(NC1=NOC2=C1C(=CC(=C2)CN2N=CC(=C2)CNC(CC)=O)OC)(=O)=O 4-methoxy-3-(N-(4-methoxy-6-((4-(propionamidomethyl)-1H-pyrazol-1-yl)methyl)benzo[d]isoxazol-3-yl)sulfamoyl)-N-methylbenzamide